N-(4-aminophenyl)-N-methylmethanesulfonamide NC1=CC=C(C=C1)N(S(=O)(=O)C)C